(R)-4-(3-((3-cyanoazetidin-1-yl)sulfonyl)benzoyl)-N-((R)-1-(4-(trifluoromethyl)phenyl)ethyl)morpholine-3-carboxamide C(#N)C1CN(C1)S(=O)(=O)C=1C=C(C(=O)N2[C@H](COCC2)C(=O)N[C@H](C)C2=CC=C(C=C2)C(F)(F)F)C=CC1